N1=C(C=CC=2CNCCC12)S(=O)(=O)O 5,6,7,8-tetrahydro-1,6-naphthyridine-2-sulfonic acid